Prenylnaringenin CC(=CCC1(CC(=O)C2=C(C=C(C=C2O1)O)O)C3=CC=C(C=C3)O)C